N-[2-(1,5-dimethylpyrrolidin-2-yl)imidazo[1,2-a]pyridin-6-yl]-1-methyl-1H-indazole-5-carboxamide CN1C(CCC1C)C=1N=C2N(C=C(C=C2)NC(=O)C=2C=C3C=NN(C3=CC2)C)C1